NC1=CC=C(C=C1)C1=NN(C=C1\C=C/C(=O)N[C@@H](CC1=CNC2=CC=CC=C12)C(=O)O)C1=CC(=CC=C1)Cl (Z)-(3-(3-(4-aminophenyl)-1-(3-chlorophenyl)-1H-pyrazol-4-yl)acryloyl)-L-tryptophan